Cl.Cl.CNCC1CNCCO1 Methyl-morpholin-2-ylmethyl-amine dihydrochloride